C(#N)C=1C=NN2C1C(=CC(=C2)OCC)C=2C=CC(=NC2)N2CCC(CC2)(C(=O)NCC(C)C)C 1-(5-(3-cyano-6-ethoxypyrazolo[1,5-a]pyridin-4-yl)pyridin-2-yl)-N-isobutyl-4-methylpiperidine-4-carboxamide